C(C)(C)(C)OC(N(C(=O)OC(C)(C)C)S(=O)(=O)C1=CC(=CC=C1)N)=O ((3-aminophenyl)sulfonyl)(tert-Butoxycarbonyl)carbamic acid tert-butyl ester